FC(OC1=C(C=C(C(=C1)N(C)CCN(C)C)[N+](=O)[O-])NC1=NC=C(C(=N1)N1CC(C2=NC(=CC=C21)C)(C)C)C(=O)OC(C)C)F isopropyl 2-((2-(difluoromethoxy)-4-((2-(dimethylamino)ethyl)(methyl)amino)-5-nitrophenyl)amino)-4-(3,3,5-trimethyl-2,3-dihydro-1H-pyrrolo[3,2-b]pyridin-1-yl)pyrimidine-5-carboxylate